Methyl (2RS)-2-bromo-2-(5-chloro-2-methoxy-phenyl)acetate Br[C@@H](C(=O)OC)C1=C(C=CC(=C1)Cl)OC |r|